N,N'-(2,2'-dimethyl-[1,1'-biphenyl]-3,3'-diyl)bis(5-((1-oxa-6-azaspiro[3.3]heptan-6-yl)methyl)-4-methoxypicolinamide) CC1=C(C=CC=C1NC(C1=NC=C(C(=C1)OC)CN1CC2(CCO2)C1)=O)C1=C(C(=CC=C1)NC(C1=NC=C(C(=C1)OC)CN1CC2(CCO2)C1)=O)C